(S)-1-{(S)-1-[(4-Benzyl-1-piperidyl)carbonyl]-3-methylbutyl}-3-isobutyl-2-piperazinone C(C1=CC=CC=C1)C1CCN(CC1)C(=O)[C@H](CC(C)C)N1C([C@@H](NCC1)CC(C)C)=O